7-[7-fluoro-3-(methoxymethoxy)-8-[2-(triisopropylsilyl)ethynyl]naphthalen-1-yl]-N-methyl-2-(methylsulfanyl)-N-(2-phenylethyl)pyrido[4,3-d]pyrimidin-5-amine FC1=CC=C2C=C(C=C(C2=C1C#C[Si](C(C)C)(C(C)C)C(C)C)C1=CC=2N=C(N=CC2C(=N1)N(CCC1=CC=CC=C1)C)SC)OCOC